(S)-2-((R)-2-(2-chlorophenyl)-2-hydroxyacetamido)-4-((2-methoxyethyl)(4-(5,6,7,8-tetrahydro-1,8-naphthyridin-2-yl)butyl)amino)butanoic acid ClC1=C(C=CC=C1)[C@H](C(=O)N[C@H](C(=O)O)CCN(CCCCC1=NC=2NCCCC2C=C1)CCOC)O